4-(((3R,4R,5S)-4-((((Z)-2-methyl-2-butenoyl)oxy)methyl)-5-(3,4,5-trimethoxyphenyl)-tetrahydrofuran-3-yl)methyl)benzoic acid ethyl ester C(C)OC(C1=CC=C(C=C1)C[C@H]1CO[C@@H]([C@H]1COC(\C(=C/C)\C)=O)C1=CC(=C(C(=C1)OC)OC)OC)=O